N-(1,1-dimethylsilacyclohexan-4-yl)-4-fluoro-3-methyl-1H-pyrrolo[2,3-c]pyridine-2-carboxamide C[Si]1(CCC(CC1)NC(=O)C1=C(C=2C(=CN=CC2F)N1)C)C